tert-butyl 4-[[[5-[[[3-ethyl-5-[(2S)-2-(2-hydroxyethyl)-1-piperidyl] pyrazolo[1,5-a]pyrimidin-7-yl]amino]methyl]-2-pyridyl]-methyl-amino]methyl]piperidine-1-carboxylate C(C)C=1C=NN2C1N=C(C=C2NCC=2C=CC(=NC2)N(C)CC2CCN(CC2)C(=O)OC(C)(C)C)N2[C@@H](CCCC2)CCO